FC(C(=O)O)(F)F.C1(CCC1)COC1=C(C=C(C(=O)N2CCC(CC2)C=2C(=CC(=NC2)N)OC)C=C1)OC 5-{1-[4-(cyclobutylmethoxy)-3-methoxybenzoyl]piperidin-4-yl}-4-methoxypyridin-2-amine trifluoroacetate